5-acetylamino-4-hydroxy-2,7-naphthalenedisulfonic acid disodium salt [Na+].[Na+].C(C)(=O)NC1=C2C(=CC(=CC2=CC(=C1)S(=O)(=O)[O-])S(=O)(=O)[O-])O